BrC=1N=C(SC1)C(C#N)(C)C 2-(4-bromothiazol-2-yl)-2-methylpropanenitrile